N-[7-benzyloxy-5-fluoro-6-(1,1,4-trioxo-1,2,5-thiadiazolidin-2-yl)-2-naphthyl]-2-[[1-[1-(2,6-dioxo-3-piperidyl)-3-methyl-2-oxo-benzimidazol-5-yl]-4-piperidyl]oxy]acetamide C(C1=CC=CC=C1)OC1=C(C(=C2C=CC(=CC2=C1)NC(COC1CCN(CC1)C1=CC2=C(N(C(N2C)=O)C2C(NC(CC2)=O)=O)C=C1)=O)F)N1S(NC(C1)=O)(=O)=O